C(C=C)(=O)O.C(C=C)(=O)O.OCC(CC)(CO)CO 1,1,1-trishydroxymethylpropane diacrylate